methyl (2S)-2-(cis-3-acetyl-3-azabicyclo[3.3.1]nonane-9-carboxamido)-9-(5,6,7,8-tetrahydro-1,8-naphthyridin-2-yl)nonanoate C(C)(=O)N1CC2CCCC(C1)C2C(=O)N[C@H](C(=O)OC)CCCCCCCC2=NC=1NCCCC1C=C2